ClC=1N=C(C=2OCCNC2N1)OCCC1=CNC2=CC=CC=C12 2-chloro-4-(2-(1H-indol-3-yl)ethoxy)-7,8-dihydro-6H-pyrimido(5,4-b)[1,4]Oxazine